5-(3-Chloro-4-hydroxyphenyl)-pyridin ClC=1C=C(C=CC1O)C=1C=CC=NC1